1-bromo-9,10-bis(isobutylcarbonyloxy)anthracene BrC1=CC=CC2=C(C3=CC=CC=C3C(=C12)OC(=O)CC(C)C)OC(=O)CC(C)C